(4-chlorophenyl)(4-(prop-2-yn-1-yloxy)phenyl)methanone ClC1=CC=C(C=C1)C(=O)C1=CC=C(C=C1)OCC#C